COC(=O)C1N(CCCC1)C1=CC(=CC2=C1N=CS2)C(=O)O 4-(methoxycarbonylpiperidin-1-yl)benzo[d]thiazole-6-carboxylic acid